(R)-1-(3,5-dichlorobenzamido)-6-azaspiro[2.5]Octane-6-carboxylic acid benzyl ester C(C1=CC=CC=C1)OC(=O)N1CCC2(C[C@H]2NC(C2=CC(=CC(=C2)Cl)Cl)=O)CC1